FC=1C(=CC(=NC1)OC)C(C(=O)N1C[C@@]2(NC3=NC(=C(C=C3CC2)C2=NC=CC=N2)C)CC1)C([2H])([2H])[2H] 2-(5-fluoro-2-methoxypyridin-4-yl)-1-((S)-7'-methyl-6'-(pyrimidin-2-yl)-3',4'-dihydro-1'H-spiro[pyrrolidine-3,2'-[1,8]naphthyridine]-1-yl)propan-1-one-3,3,3-d3